4-[4-(5-Chloropyridin-2-yl)-4-cyanocyclohexyl]-6-fluoro-1,4-diazepan-1-carboxylic acid ethyl ester C(C)OC(=O)N1CCN(CC(C1)F)C1CCC(CC1)(C#N)C1=NC=C(C=C1)Cl